N-(1-(7-((S)-8-ethynyl-7-fluoro-3-hydroxy-3,4-dihydroquinolin-1(2H)-yl)-8-fluoro-2-(((2S,4R)-4-fluoro-1-methylpyrrolidin-2-yl)methoxy)pyrido[4,3-d]pyrimidin-4-yl)azepan-3-yl)acrylamide C(#C)C=1C(=CC=C2C[C@@H](CN(C12)C1=C(C=2N=C(N=C(C2C=N1)N1CC(CCCC1)NC(C=C)=O)OC[C@H]1N(C[C@@H](C1)F)C)F)O)F